monophospho-3,9-dideoxy-D-glycero-D-galacto-nonulosonic acid P(=O)(O)(O)O[C@@H](CC(C(=O)O)=O)[C@@H](O)[C@@H](O)[C@H](O)[C@H](O)C